((S)-3,3,3-trifluoro-2-methoxy-2-phenylpropanoyl)-L-valyl-D-glutamic acid FC([C@@](C(=O)N[C@@H](C(C)C)C(=O)N[C@H](CCC(=O)O)C(=O)O)(C1=CC=CC=C1)OC)(F)F